C(C)(C)(C)OC(=O)N1[C@H](CC[C@@H](C1)NC(COC1=CC(=C(C=C1)Cl)F)=O)C=1OC(=NN1)C1CC(C1)OC1CC1 (2R,5S)-5-[2-(4-chloro-3-fluorophenoxy)acetamido]-2-[5-(3-cyclopropoxycyclobutyl)-1,3,4-oxadiazol-2-yl]piperidine-1-carboxylic acid tert-butyl ester